CCC/C=C\\[C@@H](/C=C/C=C\\CCCCCCCC(=O)[O-])OO The molecule is the conjugate base of (9Z,11E,13S,14Z)-13-hydroperoxyoctadeca-9,11,14-trienic acid. It derives from a (9Z,11E,14Z)-octadeca-9,11,14-trienoate. It is a conjugate base of a (9Z,11E,13S,14Z)-13-hydroperoxyoctadecatrienoic acid.